NC1=C2N(C(N(C2=NC=N1)C1CC(CCC1)O[Si](C1=CC=CC=C1)(C1=CC=CC=C1)C(C)(C)C)=O)C1=CC=C(C=C1)Br 6-amino-7-(4-bromophenyl)-9-(3-((tert-butyldiphenylsilyl)oxy)cyclohexyl)-7,9-dihydro-8H-purin-8-one